C(CCCCCC(=O)OCC(CCCCCC)CCCC)(=O)OCC(COC(CC12CC3CC(CC(C1)C3)C2)=O)COC(=O)OCCCN(CC)CC 1-(3-(2-((3r,5r,7r)-adamantan-1-yl)acetoxy)-2-((((3-(diethylamino)propoxy)carbonyl)oxy)methyl)propyl) 7-(2-butyloctyl) heptanedioate